tert-butyl 5,6-dihydroxy-2-azabicyclo[2.2.1]heptane-2-carboxylate OC1C2CN(C(C1O)C2)C(=O)OC(C)(C)C